[6-(5-tert-Butyl-1,3,4-oxadiazol-2-yl)-5-fluoro-3-pyridyl]-[4-(5-chlorooxazolo[4,5-b]pyridin-2-yl)piperazin-1-yl]methanone C(C)(C)(C)C1=NN=C(O1)C1=C(C=C(C=N1)C(=O)N1CCN(CC1)C=1OC=2C(=NC(=CC2)Cl)N1)F